benzyl ether methacrylate C(C(=C)C)(=O)O.C(C1=CC=CC=C1)OCC1=CC=CC=C1